N-(3-methoxybenzyl)oxazol-2-amine COC=1C=C(CNC=2OC=CN2)C=CC1